COC1=C(N)C=C(C=C1)C=1N=CSC1 2-methoxy-5-(1,3-thiazol-4-yl)aniline